anthracene-1,5-dicarboxylic acid dichloride C1(=CC=CC2=CC=3C(=CC=CC3C=C12)C(=O)Cl)C(=O)Cl